C1CN(CCN1C=O)C(=O)C(Cl)Cl The molecule is a member of the class of piperazines that is piperazine in which one of the nitrogens is substituted with a formyl group, while the other is substituted with a dichloroacetyl group. An antispermatogenic agent. It has a role as an antispermatogenic agent. It is a member of piperazines, a member of formamides, a tertiary carboxamide and an organochlorine compound.